4-(4-bromothiophen-2-yl)-N-phenylthiazol-2-amine BrC=1C=C(SC1)C=1N=C(SC1)NC1=CC=CC=C1